1-ethyl-5-((3-fluorobenzyl)oxy)indole-2,3-dione C(C)N1C(C(C2=CC(=CC=C12)OCC1=CC(=CC=C1)F)=O)=O